racemic-2-benzenesulfonyl-1-(3-chlorophenyl)ethanol C1(=CC=CC=C1)S(=O)(=O)C[C@H](O)C1=CC(=CC=C1)Cl |r|